4-[(1S,7S,8R,10S,6R,17R)-17-(6-amino-9H-purin-9-yl)-4,13-dioxo-4,13-disulfanyl-3,5,12,14-tetraoxa-4λ5,13λ5-diphosphatricyclo[14.2.0.07,10]octadecan-8-yl]pyridine-2-carboxamide NC1=C2N=CN(C2=NC=N1)[C@H]1C2COP(OC[C@H]3C[C@H]([C@@H]3COP(OC[C@H]2C1)(S)=O)C1=CC(=NC=C1)C(=O)N)(S)=O